2-((7,8-dichloro-2-(1H-pyrazol-4-yl)quinolin-4-yl)amino)ethan-1-ol Ethyl-2-(2,3-dihydro-1H-inden-1-yl)acetate Ethyl-m-Tolylacetate C(C)C(C(=O)O)C=1C=C(C=CC1)C.C(C)C(C(=O)O)C1CCC2=CC=CC=C12.ClC1=CC=C2C(=CC(=NC2=C1Cl)C=1C=NNC1)NCCO